FC=1C(=C(C=CC1F)[C@H]1[C@@H](O[C@]([C@H]1C)(C(F)(F)F)C)C=1NC(=C(C(N1)=O)S(=O)(=O)C)C)OC 2-((2R,3S,4S,5R)-3-(3,4-difluoro-2-methoxyphenyl)-4,5-dimethyl-5-(trifluoromethyl)tetrahydrofuran-2-yl)-6-methyl-5-(methylsulfonyl)pyrimidin-4(1H)-one